[Si](C1=CC=CC=C1)(C1=CC=CC=C1)(C(C)(C)C)OCCN(N)C#N 1-(2-((tert-butyldiphenylsilyl)oxy)ethyl)hydrazine-1-carbonitrile